2-fluoro-4-methyl-pyrazol-4-carboxamide FN1N=CC(C1)(C(=O)N)C